C(C)(C)(C)OC(=O)N[C@@H](C(=O)OCC1=CC=CC=C1)CF (S)-benzyl 2-((tert-Butoxycarbonyl) amino)-3-fluoropropionate